O-(but-2-yn-1-yl)hydroxylamine C(C#CC)ON